(S)-N-(6-phenyl-4-azaspiro[2.5]oct-6-yl)-4-(trifluoromethoxy)benzenesulfonamide tert-butyl-(2S,3R)-3-hydroxy-2-methylazetidine-1-carboxylate C(C)(C)(C)OC(=O)N1[C@H]([C@@H](C1)O)C.C1(=CC=CC=C1)[C@@]1(CNC2(CC2)CC1)NS(=O)(=O)C1=CC=C(C=C1)OC(F)(F)F